Z-nerolidol OC(C)(C=C)CC\C=C(\C)/CCC=C(C)C